N1=CN=C(C=C1)CCCN 3-(pyrimidin-4-yl)propan-1-amine